BrC1=CC(=CC2=CC=C(C(=C12)O)F)NC(C(C)(C)O)=O N-(4-Bromo-6-fluoro-5-hydroxynaphthalen-2-yl)-2-hydroxy-2-methylpropanamide